FC=1C=C2C(=CC(=NC2=CC1)C(F)(F)F)N[C@@H]1C[C@@H](CCC1)NC(=O)C=1C=CC=2N(C1)N=CN2 N-[(1R,3S)-3-{[6-fluoro-2-(trifluoromethyl)quinolin-4-yl]amino}cyclohexyl]-[1,2,4]triazolo[1,5-a]pyridine-6-carboxamide